(E)-5-[2-benzyloxy-4-[(2-hydroxyethyl)(methyl)amino]styryl]thiophene-2-carbaldehyde C(C1=CC=CC=C1)OC1=C(/C=C/C2=CC=C(S2)C=O)C=CC(=C1)N(C)CCO